6-(4-Fluoro-2-(4-methyl-4H-1,2,4-triazol-3-yl)phenyl)-2-(4-(((2-hydroxy-2-methylpropyl)amino)methyl)-6-methylpyridin-2-yl)isoindolin-1-one FC1=CC(=C(C=C1)C1=CC=C2CN(C(C2=C1)=O)C1=NC(=CC(=C1)CNCC(C)(C)O)C)C1=NN=CN1C